CC1=NC(=CC(=C1)C=1NC2=CC=C(C=C2C1C(C)C)C1CCN(CC1)C(CNC(CO)CC(C)C)=O)C 1-(4-(2-(2,6-dimethylpyridin-4-yl)-3-isopropyl-1H-indol-5-yl)piperidin-1-yl)-2-((1-hydroxy-4-methylpentan-2-yl)amino)ethan-1-one